(2R,2'R)-2,2'-((3,6-diaminopyrazine-2,5-dicarbonyl)bis(azanediyl))bis(3-hydroxypropionic acid) NC=1C(=NC(=C(N1)C(=O)N[C@@H](C(=O)O)CO)N)C(=O)N[C@@H](C(=O)O)CO